C(#N)C1=C(C=CC=C1)SCCC(C#N)C#N 2-[2-(2-cyanophenyl)sulfanyl-ethyl]malononitrile